(o-chlorophenyl)aluminum ClC1=C(C=CC=C1)[Al]